6-(aminomethyl)benzo[d]isoxazol-3-amine hydrochloride Cl.NCC1=CC2=C(C(=NO2)N)C=C1